(R)-6-chloro-N-(piperidin-3-yl)pyridazin-3-amine ClC1=CC=C(N=N1)N[C@H]1CNCCC1